OCC(OC=1C=2N(C=C(C1)C=1N=NN(C1C)C1CCN(CC1)C(=O)C1(CN(C1)C(C#C)=O)OC)N=CC2C#N)C2=NC=CC=C2 4-(2-hydroxy-1-(pyridin-2-yl)ethoxy)-6-(1-(1-(3-methoxy-1-propioloylazetidine-3-carbonyl)piperidin-4-yl)-5-methyl-1H-1,2,3-triazol-4-yl)pyrazolo[1,5-a]pyridine-3-carbonitrile